C(C=CC1=CC=CC=C1)(=O)N[C@H](C(=O)O)CC1CC1 (S)-2-cinnamamido-3-cyclopropylpropionic acid